C(C)OC1=C(C(=CC(=C1C)O)O)C(=O)N1CC2=CC=C(C=C2C1)CN1CCN(CC1)C (2-ethoxy-4,6-dihydroxy-3-methylphenyl)(5-((4-methylpiperazin-1-yl)methyl)isoIndolin-2-yl)methanone